(R)-1-(2-methylpyridin-3-yl)ethyl (1-methyl-4-(6-methyl-5-(methylsulfonamido)pyridin-2-yl)-1H-1,2,3-triazol-5-yl)carbamate CN1N=NC(=C1NC(O[C@H](C)C=1C(=NC=CC1)C)=O)C1=NC(=C(C=C1)NS(=O)(=O)C)C